[N-](S(=O)(=O)C(F)(F)F)S(=O)(=O)C(F)(F)F.C(C)[N+](CCCCC)(C)CC N,N-diethyl-N-methyl-N-pentylammonium bis(trifluoromethanesulfonyl)imide salt